C(C1=CC=CC=C1)O[C@@H]1[C@@H](CO[C@@H]([C@@H]1OCC1=CC=CC=C1)COCC1=CC=CC=C1)CN ((3R,4R,5R,6R)-4,5-bis(benzyloxy)-6-((benzyloxy)methyl)tetrahydro-2H-pyran-3-yl)methanamine